Diphenyl-tert-butylchlorosilane C1(=CC=CC=C1)[Si](Cl)(C(C)(C)C)C1=CC=CC=C1